FC=1C=NC=CC1C1=NN(C=C1C1=C2C(=NC=C1)NC=C2)C 4-[3-(3-fluoro-4-pyridinyl)-1-methyl-pyrazol-4-yl]-1H-pyrrolo[2,3-b]pyridine